2-chloroacetamidine ClCC(=N)N